N[C@@H](CCNC(OC(C)(C)C)=O)C(=O)NC1=CC(=C(C=C1)Cl)C (S)-tert-butyl (3-amino-4-((4-chloro-3-methylphenyl)amino)-4-oxobutyl)carbamate